O=C1C=C(C(=NN1COCC[Si](C)(C)C)C1=C(C=CC=C1)CCC(=O)O)C(F)(F)F 3-[2-[6-oxo(trifluoromethyl)-1-(2-trimethylsilylethoxymethyl)pyridazin-3-yl]phenyl]propanoic acid